ClC1=C(C2=C(N=N1)N(CCC2)[C@H]2CN(CCC2)CC)C (R)-3-chloro-8-(1-ethylpiperidin-3-yl)-4-methyl-5,6,7,8-tetrahydropyrido[2,3-c]pyridazine